3-((1R,2R)-3-(((S)-1-(tert-butoxy)-3-(2-fluorophenyl)-1-carbonylpropyl-2-yl)amino)-1-methoxy-2-methyl-3-carbonylpropyl)-2-azabicyclo[3.1.0]hexane-2-carboxylic acid C(C)(C)(C)OC(C(CC1=C(C=CC=C1)F)=NC([C@H]([C@@H](OC)C1N(C2CC2C1)C(=O)O)C)=C=O)=C=O